N-(6-(difluoromethyl)pyridin-2-yl)-8-ethoxy-2-((1S,4R)-1-methyl-2-oxabicyclo[2.2.1]hept-4-yl)imidazo[1,2-a]pyrazine-6-carboxamide FC(C1=CC=CC(=N1)NC(=O)C=1N=C(C=2N(C1)C=C(N2)[C@@]21CO[C@@](CC2)(C1)C)OCC)F